NC1=CC=C(O[C@@H]2[C@H]([C@H]([C@@H]([C@H](O2)CNC(C(=O)OC)=O)O)O)O)C=C1 methyl 2-((((2R,3S,4S,5S,6R)-6-(4-aminophenoxy)-3,4,5-trihydroxytetrahydro-2H-pyran-2-yl)methyl)amino)-2-oxoacetate